CC1=NC(=NS1)C=1C=CC(=C(C1)O)C1=NN=C(C2=CC=CC=C12)N[C@H]1CNCCC1 5-(5-methyl-1,2,4-thiadiazol-3-yl)-2-(4-{[(3R)-piperidin-3-yl]amino}phthalazin-1-yl)phenol